3-((12-(isobutyldimethylsilyl)dodecyl)oxy)propyl hydrogen ((((R)-1-(6-amino-9H-purin-9-yl)propan-2-yl)oxy)methyl)phosphonate NC1=C2N=CN(C2=NC=N1)C[C@@H](C)OCP(OCCCOCCCCCCCCCCCC[Si](C)(C)CC(C)C)(O)=O